[3-methoxy-5-(4,4,5,5-tetramethyl-1,3,2-dioxaborolan-2-yl)phenyl]methanol COC=1C=C(C=C(C1)B1OC(C(O1)(C)C)(C)C)CO